5-(4-((5-(trifluoromethyl)pyridin-2-yl)ethynyl)phenoxy)-1H-1,2,3-triazole-4-carboxylic acid FC(C=1C=CC(=NC1)C#CC1=CC=C(OC2=C(N=NN2)C(=O)O)C=C1)(F)F